ClC1=CC2=C(N(C(N=C2N2CCN(CC2)C(C=C)=O)=O)[C@H]2C(CCCC2)(C)C)N=C1C1=C(C=CC=C1O)F 6-chloro-1-((1R)-2,2-dimethyl-cyclohexyl)-7-(2-fluoro-6-hydroxyphenyl)-4-(4-(2-propenoyl)-1-piperazinyl)pyrido[2,3-d]pyrimidin-2(1H)-one